4,4-DIMETHYLISOXAZOL-3-ONE CC1(C(NOC1)=O)C